ethyl {[5-(4-chlorophenyl)-1-(2,4-dinitrophenyl)-1H-pyrazol-3-yl]oxy}acetate ClC1=CC=C(C=C1)C1=CC(=NN1C1=C(C=C(C=C1)[N+](=O)[O-])[N+](=O)[O-])OCC(=O)OCC